3-hydroxydecanoate potassium [K+].OC(CC(=O)[O-])CCCCCCC